N-hexylpropane-1,3-diamine C(CCCCC)NCCCN